ethyl 2-[6-[[2-(2,6-difluoro-phenyl)-5-oxo-6H-1,6-naphthyridin-4-yl]amino]-3-pyridyl]-2-methyl-propanoate FC1=C(C(=CC=C1)F)C1=NC=2C=CNC(C2C(=C1)NC1=CC=C(C=N1)C(C(=O)OCC)(C)C)=O